phenoxytriazole C1=CC=C(C=C1)OC2=NNN=C2